[Cl-].[Cl-].C(C)C1(C=CC=C1)[Zr+2]C1=C(C=CC=2C3=CC=C(C=C3CC12)C(C)(C)C)C(C)(C)C (ethylcyclopentadienyl)(2,7-di-tert-butylfluorenyl)zirconium dichloride